C1(CC1)OC[C@@H]1[C@@](C1)(C1=NOC(N1)=C=O)N1C2=C(C=C1C(=O)O)C=C(S2)[C@@H]2CC(OCC2)(C)C 6-((1S,2S)-2-(cyclopropyloxymethyl)-1-(5-carbonyl-4,5-dihydro-1,2,4-oxadiazol-3-yl)cyclopropyl)-2-((S)-2,2-dimethyltetrahydro-2H-pyran-4-yl)-6H-thieno[2,3-b]pyrrole-5-carboxylic acid